C1(CCCCC1)CNC(OC1=CC(=C(C=C1)SC)C=1C=NC=C(C1)C=1OC=NN1)=O 3-(5-(1,3,4-oxadiazol-2-yl)pyridin-3-yl)-4-(methylthio)phenyl (cyclohexylmethyl)carbamate